[N+](=O)([O-])C1=CC=C(C=C1)S(=O)(=O)ON1N=NC=2C1=NC=CC2 3H-[1,2,3]triazolo[4,5-b]pyridin-3-yl 4-nitrobenzenesulfonate